N1(CCOCC1)CC(CS(=O)(=O)[O-])O.[Na+] sodium 3-(N-morpholinyl)-2-hydroxypropanesulfonate